FC1=CC=C(C=C1)N1N=C(C2=CC=CC=C2C1=O)C=1C=C(C=CC1)NS(=O)(=O)C N-(3-(3-(4-Fluorophenyl)-4-oxo-3,4-dihydrophthalazin-1-yl)phenyl)methanesulfonamide